2,2,2-trifluoro-1-(7-nitro-6-vinyl-3,4-dihydroisoquinolin-2(1H)-yl)ethan-1-one FC(C(=O)N1CC2=CC(=C(C=C2CC1)C=C)[N+](=O)[O-])(F)F